OC1=C(C=CC(=C1)OCCCCCCCC)N1N=C2C(=N1)C=CC=C2 2-(2-hydroxy-4-octoxyphenyl)-2H-benzotriazole